CC1=NC(=CC=C1C1=C(C(=C(C(=C1N1C2=CC=CC=C2C=2C=C(C=CC12)C)C1=NC(=NC(=N1)C1=CC=CC=C1)C1=CC=CC=C1)N1C2=CC=CC=C2C=2C=C(C=CC12)C)N1C2=CC=CC=C2C=2C=C(C=CC12)C)N1C2=CC=CC=C2C=2C=C(C=CC12)C)C 9,9',9'',9'''-(4-(2,6-dimethylpyridin-3-yl)-6-(4,6-diphenyl-1,3,5-triazin-2-yl)benzene-1,2,3,5-tetrayl)tetrakis(3-methyl-9H-carbazole)